C(C)(C)C1=CC=C(C=C1)C(CC#N)CC#N 3-(4-isopropyl-phenyl)-glutaronitrile